1-{[2-(2-methoxyphenyl)-5H-pyrrolo[3,2-c]pyridin-5-yl]methyl}-1H-benzotriazole COC1=C(C=CC=C1)C1=CC2=CN(C=CC2=N1)CN1N=NC2=C1C=CC=C2